CC(C(=O)OC(C)(C)C=1N=NC2=C(C=C(C=C2C1CC)Cl)F)OC1=NN(C(=N1)C1=C(C=C(C=C1)F)F)C1=C(C=C(C=C1)Cl)F 2-(6-chloro-4-ethyl-8-fluorocinnolin-3-yl)propan-2-ol Methyl-{[1-(4-chloro-2-fluorophenyl)-5-(2,4-difluorophenyl)-1H-1,2,4-triazol-3-yl]oxy}acetate